C(CC)OC(=O)C1(CCC(CC1)(OCCC)OCCC)N n-Propyl-1-amino-4,4-dipropoxycyclohexan-carboxylat